C1(=C(C=CC=C1)N(C1=CC=CC=2C3(C4=CC=CC=C4C12)C1=CC=CC=C1C=1C=CC=CC13)C1=CC=3C(C2=CC=CC=C2C3C=C1)(C)C)C1=CC=CC=C1 N-(1,1'-biphenyl-2-yl)-N-(9,9-dimethyl-9H-fluorene-2-yl)-9,9'-spirobi[9H-fluorene]-4-amine